Tetraallyl-terephthalamide C(C=C)C1=C(C(=C(C(=C1C(=O)N)CC=C)CC=C)C(=O)N)CC=C